N,N-diethylaminopropyl-acrylamide C(C)NN(C(C(=C)CCC)=O)NCC